Methyl-3-amino-2,6-dichloroisonicotinic acid CC1=C(N=C(C(=C1C(=O)O)N)Cl)Cl